C(C=C)(=O)NC(C(=O)[O-])OC acrylamido-2-methoxyacetate